CC(C)C(CCC(C(C)C)O)O 2,7-Dimethyl-3,6-octanediol